C1(CC1)C1=NOC(=N1)C12CCC(CC1)(CC2)CN(C(=O)C2CCCCC2)C=2C=C(C=CC2)C2=NC(=NO2)C(=O)OC Methyl 5-(3-(N-((4-(3-cyclopropyl-1,2,4-oxadiazol-5-yl)bicyclo[2.2.2]octan-1-yl)methyl)cyclohexanecarboxamido)phenyl)-1,2,4-oxadiazole-3-carboxylate